(S)-3-cyclopropyl-N-(7-((3-hydroxyoxetane-3-yl)ethynyl)-5-methyl-4-oxo-2,3,4,5-Tetrahydrobenzo[b][1,4]oxazepine-3-yl)imidazo[2,1-b]thiazole-6-carboxamide C1(CC1)C=1N2C(SC1)=NC(=C2)C(=O)N[C@@H]2C(N(C1=C(OC2)C=CC(=C1)C#CC1(COC1)O)C)=O